7-bromo-3,4-dihydro-2H-benzo[b][1,4]thiazine BrC=1C=CC2=C(SCCN2)C1